3-chloro-N-[(1R,3S)-3-[5-(3,5-dimethylimidazol-4-yl)-1,3,4-oxadiazol-2-yl]cyclohexyl]-N-methyl-benzamide ClC=1C=C(C(=O)N(C)[C@H]2C[C@H](CCC2)C=2OC(=NN2)C=2N(C=NC2C)C)C=CC1